stearyl-β-(3,5-di-tert-butyl-4-hydroxyphenyl)propionate C(CCCCCCCCCCCCCCCCC)OC(CCC1=CC(=C(C(=C1)C(C)(C)C)O)C(C)(C)C)=O